4-(Pyrimidin-2-yl)aniline N1=C(N=CC=C1)C1=CC=C(N)C=C1